3-((1-(7,8-Dichloro-4-(1H-Imidazol-1-Yl)Quinolin-2-Yl)Pyrrolidin-2-Yl)Methoxy)Benzoic Acid ClC1=CC=C2C(=CC(=NC2=C1Cl)N1C(CCC1)COC=1C=C(C(=O)O)C=CC1)N1C=NC=C1